FC1(C(C(C1F)F)(C(F)(F)F)F)C(F)(F)F 1,2,3,4-tetrafluoro-1,2-bis(trifluoromethyl)cyclobutane